C[C@]12[C@H]3CC[C@@]4([C@H](CC[C@H]4[C@@H]3CC[C@H]2CCCC1)OCCCCCCO)C 6-((5R,8R,9S,10S,13S,14S,17S)-10,13-dimethylhexadecahydro-1H-cyclopenta[a]phenanthren-17-yloxy)hexan-1-ol